FC1=C(C=CC(=C1)C1=NC=2C=NC(=NC2N(C1=O)C(C)C)NC1CCC(CC1)N(C)CCF)NS(=O)(=O)CC1=CC=C(C=C1)F N-(2-Fluoro-4-(2-(((1r,4r)-4-((2-fluoroethyl)(methyl)amino)cyclohexyl)amino)-8-isopropyl-7-oxo-7,8-dihydropteridin-6-yl)phenyl)-1-(4-fluorophenyl)methanesulfonamide